6-((tert-butoxycarbonyl)amino)-8-oxa-3-azabicyclo[3.2.1]octane-3-carboxylate C(C)(C)(C)OC(=O)NC1C2CN(CC(C1)O2)C(=O)[O-]